COCC(C(=O)N1CCN(CC1)C=1N=CC2=C(N1)C(=NC=N2)NC2=CC(=C(C=C2)OC2=CC1=C(N(N=N1)C)C=C2)C)=C 2-(methoxymethyl)-1-(4-(8-((3-methyl-4-((1-methyl-1H-benzo[d][1,2,3]triazol-5-yl)oxy)phenyl)amino)pyrimido[5,4-d]pyrimidin-2-yl)piperazin-1-yl)prop-2-en-1-one